(2-methoxyphenyl)-6-methyl-N-(5-((4-(trifluoromethyl)phenoxy)methyl)-1,3,4-thiadiazol-2-yl)nicotinamide COC1=C(C=CC=C1)C1=C(C(=O)NC=2SC(=NN2)COC2=CC=C(C=C2)C(F)(F)F)C=CC(=N1)C